C1[C@@H]2CC3(C[C@H](CC13)C2)C(=O)OCC(COC(CCCN(C)C)=O)COC(CCCCCCC\C=C/C\C=C/CCCCC)=O 3-((4-(dimethylamino)butanoyl)oxy)-2-((((9Z,12Z)-octadeca-9,12-dienoyl)oxy)methyl)propyl (2R,3as,5S,6as)-hexahydro-2,5-methanopentalene-3a(1H)-carboxylate